5-(8-fluoro-[1,2,4]triazolo[1,5-a]pyridin-6-yl)-N-((6-(4-methylpiperazin-1-yl)pyridin-3-yl)methyl)-7H-pyrrolo[2,3-d]pyrimidin-2-amine FC=1C=2N(C=C(C1)C1=CNC=3N=C(N=CC31)NCC=3C=NC(=CC3)N3CCN(CC3)C)N=CN2